C(C)OC(=O)C1=CN=CN1COCC[Si](C)(C)C.C(C)OC1=CC(=NC2=CC=C(C=C12)C1OCC1C(=O)N)N1C=NN=C1 (4-ethoxy-2-(4H-1,2,4-triazol-4-yl)quinolin-6-yl)oxetan-3-carboxamide ethyl-1-((2-(trimethylsilyl)ethoxy)methyl)-1H-imidazole-5-carboxylate